NC1CCC2(CC3(C(N(C(N3)=O)COCC[Si](C)(C)C)=O)C2)CC1 10-Amino-3-((2-(trimethylsilyl)ethoxy)methyl)-1,3-diazadispiro[4.1.57.15]tridecane-2,4-dione